C=CC1CCC2=CC=CC=C12 vinylindane